N-((5-chloro-6-((3-methylisoxazol-5-yl)methoxy)-1H-indol-2-yl)methyl)-2-hydroxypropanamide ClC=1C=C2C=C(NC2=CC1OCC1=CC(=NO1)C)CNC(C(C)O)=O